(1R,2R,3S,4S,5R,6S)-6-methoxy-1,2,3,4,5-cyclohexanpentol COC1[C@@H]([C@H](C([C@H]([C@H]1O)O)O)O)O